OC1=CC=C2C3=C(C(OC2=C1)=O)C=C(C=C3)NC(C)=O N-(3-hydroxy-6-oxo-6H-benzo[c]chromen-8-yl)acetamide